5-bromo-2-isopropyl-7-methyl-7H-pyrrolo[2,3-d]pyrimidin-4-amine BrC1=CN(C=2N=C(N=C(C21)N)C(C)C)C